BrC1=C(C=C(OC2=CC(=C(C=C2C2=CN(C=3C(NC=CC32)=O)C)N3C(CCC3=O)=O)C)C=C1)F 1-(4-(4-bromo-3-fluorophenoxy)-2-methyl-5-(1-methyl-7-oxo-6,7-dihydro-1H-pyrrolo[2,3-c]pyridin-3-yl)phenyl)pyrrolidine-2,5-dione